3-(trihydroxy silyl)propyl methylphosphonate CP(OCCC[Si](O)(O)O)([O-])=O